tert-butyl (4-bromophenethyl)(methyl)carbamate BrC1=CC=C(CCN(C(OC(C)(C)C)=O)C)C=C1